C1=C2C(=NN=C1C1=C(C=CC=C1)O)NCC1N2CCNC1 2-(6,6a,7,8,9,10-hexahydro-5H-pyrazino[1',2':4,5]pyrazino[2,3-c]pyridazin-2-yl)phenol